CC(C=CC)S(=O)(=O)N1C(CCCC1)C=1NC(=CN1)C1=CC=C(C=C1)C 1-(pent-3-en-2-ylsulfonyl)-2-(5-(p-tolyl)-1H-imidazol-2-yl)piperidine